C(C)(C)(C)OC(=O)NC(COC)(CC=C)C=1N(C=C(N1)C=1C=C2C=CC(=NC2=CC1OC)C)C(=O)OC(C)(C)C tert-butyl 2-(2-((tert-butoxycarbonyl)amino)-1-methoxypent-4-en-2-yl)-4-(7-methoxy-2-methylquinolin-6-yl)-1H-imidazole-1-carboxylate